tert-Butyl (5S,5aS,6S,9R)-2-chloro-1-fluoro-5-methyl-12-(methylsulfonyl)-5a,6,7,8,9,10-hexahydro-5H-4-oxa-3,10a,11,13,14-pentaaza-6,9-methanonaphtho[1,8-ab]heptalene-14-carboxylate ClC=1C(=C2N=C(N=C3C2=C(O[C@H]([C@@H]2[C@@H]4CC[C@H](CN32)N4C(=O)OC(C)(C)C)C)N1)S(=O)(=O)C)F